COC1=C(C=CC=C1C(C)([C@@H](C[C@H](C(C)(C)C=1C(=C(C=CC1)C1=C(C=C(C=C1C)C)C)OC)O)O)C)C1=C(C=C(C=C1C)C)C |r| rac-(3R,5R)-2,6-bis(2-methoxy-2',4',6'-trimethyl-[1,1'-biphenyl]-3-yl)-2,6-dimethylheptane-3,5-diol